N-(2-(pyridin-3-yl)-1H-pyrrolo[3,2-c]pyridin-6-yl)cyclopentanecarboxamide N1=CC(=CC=C1)C1=CC=2C=NC(=CC2N1)NC(=O)C1CCCC1